1-(t-butyl) 2-ethyl-3-methylenepyrrolidin-1,2-dicarboxylate C(C)C1(N(CCC1=C)C(=O)OC(C)(C)C)C(=O)[O-]